ClC1=NN(C(C2=C1OC(=C2)CO)=O)CC(=O)N(C)C2=CC1=C(OC(O1)(F)F)C=C2 2-(7-chloro-2-(hydroxymethyl)-4-oxofuro[2,3-d]pyridazin-5(4H)-yl)-N-(2,2-difluorobenzo[d][1,3]dioxol-5-yl)-N-methylacetamide